FC1=C(C(=O)NC(C)(CC(C)(C)C)C)C=CC(=C1F)C1=C(C=C(C(=C1)NC(C1=C(C=C(C=C1)F)C(F)(F)F)=O)N1C[C@H](N([C@H](C1)C)C)C)F 2,3-difluoro-4-[2-fluoro-5-[[4-fluoro-2-(trifluoromethyl)benzoyl]amino]-4-[(3R,5S)-3,4,5-trimethylpiperazin-1-yl]phenyl]-N-(2,4,4-trimethylpentan-2-yl)benzamide